Ethyl 4-((1-acetyl-1H-indazol-4-yl) amino)-6-acetylamino-1H-indole-2-carboxylate C(C)(=O)N1N=CC2=C(C=CC=C12)NC1=C2C=C(NC2=CC(=C1)NC(C)=O)C(=O)OCC